Methyl-(1-(4-fluoro-3-(trifluoromethyl) phenyl)cyclopropyl)(2-(hydroxyamino)-2-methylpropyl)-Carbamat COC(N(CC(C)(C)NO)C1(CC1)C1=CC(=C(C=C1)F)C(F)(F)F)=O